4-(2,6-Dimethoxyphenyl)-5-(6-ethoxypyridin-2-yl)-N-((1-phenylpropan-2-yl)sulfonyl)-4H-1,2,4-triazole-3-carboxamide COC1=C(C(=CC=C1)OC)N1C(=NN=C1C1=NC(=CC=C1)OCC)C(=O)NS(=O)(=O)C(CC1=CC=CC=C1)C